oxalic acid benzoyl hydrazide C(C1=CC=CC=C1)(=O)N(N)C(C(=O)O)=O